2-(4-fluorophenyl)-4-phenyl-3H-1,5-benzodiazepine FC1=CC=C(C=C1)C=1CC(=NC2=C(N1)C=CC=C2)C2=CC=CC=C2